2'-(7-bromo-9,9-dimethyl-9H-fluoren-2-yl)-9,9'-spirobifluorene BrC1=CC=C2C=3C=CC(=CC3C(C2=C1)(C)C)C1=CC2=C(C=C1)C1=CC=CC=C1C21C2=CC=CC=C2C=2C=CC=CC12